butylbenzisothiazolinone C(CCC)C1=NS(C2=C1C=CC=C2)=O